C(C)OC(=O)C=1OC2=C(C1C)C=C(C=C2)S(N(CC)C2=C(C=C(C=C2)Cl)CN(C(C(C)(C)C)=O)CC=2OC=CC2)(=O)=O 5-(N-(4-chloro-2-((N-(furan-2-ylmethyl)-2,2-dimethylpropionamido)methyl)phenyl)-N-ethylsulfamoyl)-3-methylbenzofuran-2-carboxylic acid ethyl ester